hexyldodecane C(CCCCC)CCCCCCCCCCCC